(±)-7-(dimethylamino)-1-methoxy-9-(naphthalen-1-yl)-10-phenylacridine bromide [Br-].CN(C1=CC=C2N(C=3C=CC=C(C3[C@@H](C2=C1)C1=CC=CC2=CC=CC=C12)OC)C1=CC=CC=C1)C |r|